4-((4-(1-methyl-1H-indol-3-yl)pyrimidin-2-yl)amino)-N-(3-(2-nitro-1H-imidazol-1-yl)propyl)benzamide CN1C=C(C2=CC=CC=C12)C1=NC(=NC=C1)NC1=CC=C(C(=O)NCCCN2C(=NC=C2)[N+](=O)[O-])C=C1